COC(CCC=1C=C(C(=O)O)C=CC1)=O 3-(3-methoxy-3-oxo-propyl)benzoic acid